C(C1=CC=CC=C1)OC(=O)N1[C@H]2[C@H](NC[C@@H]1CC2)CC(=O)O 2-((1R,2R,5S)-8-((benzyloxy)carbonyl)-3,8-diazabicyclo[3.2.1]octane-2-yl)acetic acid